(7S)-2-(((1-((5-fluoropyrimidin-2-yl)methyl)-1H-pyrazol-4-yl)methyl)amino)-4,7,8-trimethyl-7,8-dihydropteridin-6(5H)-one FC=1C=NC(=NC1)CN1N=CC(=C1)CNC1=NC=2N([C@H](C(NC2C(=N1)C)=O)C)C